COC(COC1=CC2=CC(=CC=C2C=C1)OC)=O Methyl-2-((7-methoxynaphthalen-2-yl)oxy)acetate